ClC=1C=C(C=CC1F)NC(N(CC)[C@H](C1=CN=C(C2=CC=CC=C12)OC)C1CC1)=O (S)-3-(3-chloro-4-fluorophenyl)-1-(cyclopropyl-(1-methoxyisoquinolin-4-yl)methyl)-1-ethylurea